1,3,4-O-trinonanoyl-xylitol C(CCCCCCCC)(=O)C([C@H](O)[C@@](O)([C@H](OC(CCCCCCCC)=O)CO)C(CCCCCCCC)=O)O